tert-Butyl 2-{4-[acetyl(ethyl)amino]piperidin-1-yl}-6-azaspiro[3.4]octane-6-carboxylate C(C)(=O)N(C1CCN(CC1)C1CC2(C1)CN(CC2)C(=O)OC(C)(C)C)CC